C(C)NC1=CC=C(C=C1)Cl N-Ethyl-para-chloroaniline